CC=1SC2=C(N(C=3C(N(N=CC32)CC3=CC=C(C=C3)NC)=O)C)N1 2,4-Dimethyl-6-(4-(methylamino)benzyl)-4,6-dihydro-5H-thiazolo[5',4':4,5]pyrrolo[2,3-d]pyridazin-5-one